L-1-Carboxyethyl-thiosuccinic acid C(=O)(O)C(C)C(C(=S)O)CC(=O)O